C(CCC)[N+]1(CCCC1)C=C 1-butyl-1-vinylpyrrolidinium